biphenol diphosphate P(O)(=O)(OP(=O)(O)O)OC=1C(=CC=CC1)C=1C(=CC=CC1)O